CN1C(C(=C(C=C1C)[O-])NC(N[C@@H](CC(=O)[O-])C1=CC=C(S1)C1=CSC=C1C)=O)=O.[Na+].[Na+] Natrium (S)-3-(3-(1,6-Dimethyl-4-oxido-2-oxo-1,2-dihydropyridin-3-yl)ureido)-3-(4'-methyl-2,3'-bithiophen-5-yl)propanoat